C(=O)O.N1=CC=CC2=CC=C(C=C12)O quinolin-7-ol formate salt